(2S,3S)-1-{[tert-Butyl(dimethyl)silyl]oxy}-N2-(6,7-dihydrofuro[2,3-e][1,3]benzothiazol-2-yl)butane-2,3-diamine [Si](C)(C)(C(C)(C)C)OC[C@H]([C@H](C)N)NC=1SC2=C(N1)C1=C(C=C2)CCO1